C(CCC(C(=O)OCOCC1CO1)N)C(C(=O)OCOCC1CO1)N bis((glycidoxy) methyl) propane-1,3-diylbis(2-aminoacetate)